(1R,2S,4R)-4-({[4-(5,6-dimethoxypyridazin-3-yl)phenyl]methyl}amino)-2-{methyl-[6-(2,2,2-trifluoroethyl)thieno[2,3-d]pyrimidin-4-yl]amino}cyclopentan-1-ol succinate C(CCC(=O)O)(=O)O.COC=1C=C(N=NC1OC)C1=CC=C(C=C1)CN[C@@H]1C[C@@H]([C@@H](C1)O)N(C=1C2=C(N=CN1)SC(=C2)CC(F)(F)F)C